C(C)(C)(C)N(C([C@@H](C)N1C(C2=CC(=CC=C2C1)C1=NC(=NC=C1Cl)NC1CCOCC1)=O)=O)C (2R)-N-tert-butyl-2-(6-{5-chloro-2-[(oxacyclohex-4-yl)amino]pyrimidin-4-yl}-1-oxo-2,3-dihydro-1H-isoindol-2-yl)-N-methylpropanamide